3-((2-amino-3-chloropyridin-4-yl)thio)-6-((1S,6R,7R)-7-(aminomethyl)-7-(2-fluorophenyl)-3-azabicyclo[4.1.0]heptan-3-yl)pyrazin-2-amine NC1=NC=CC(=C1Cl)SC=1C(=NC(=CN1)N1C[C@@H]2[C@]([C@@H]2CC1)(C1=C(C=CC=C1)F)CN)N